N-{(1R)-1-[2'-(benzyloxy)-biphenyl-3-yl]-ethyl}-6,7-dimethoxy-2-methylquinazolin-4-amine C(C1=CC=CC=C1)OC1=C(C=CC=C1)C1=CC(=CC=C1)[C@@H](C)NC1=NC(=NC2=CC(=C(C=C12)OC)OC)C